C(#N)C=1C=CC(=C(C1)NS(=O)(=O)C=1C=C(C(=O)OC)C=CC1O)N1C(CCCC1)CCO methyl 3-(N-(5-cyano-2-(2-(2-hydroxyethyl)piperidin-1-yl)phenyl)sulfamoyl)-4-hydroxybenzoate